OC1=CC2=C(C(/C(/O2)=C/C2=NC3=CC=CC=C3C=C2)=O)C=C1 (Z)-6-hydroxy-2-(quinolin-2-ylmethylene)benzofuran-3(2H)-one